CC1=NOC(=C1NC(=O)O[C@H](C)C1=CC=CC=C1)C1=CC=C(O[C@@H]2C[C@H](CC2)C(=O)O)C=C1 trans-3-(4-(3-methyl-4-((((R)-1-phenylethoxy)carbonyl)amino)isoxazol-5-yl)phenoxy)cyclopentane-1-carboxylic Acid